CC1(CCC2=CC=C(C=C12)C(C=O)C)C (3,3-dimethyl-2,3-dihydro-1H-inden-5-yl)propanal